O[C@@H]1[C@H]2[C@@]3(C[C@@]3([C@@H](C1)O2)C(=O)NC2=CC=C(C=C2)C(F)(F)F)C2=CC(=NC=C2)OC |r| rac-(1r,2r,4s,5r,6s)-6-hydroxy-4-(2-methoxypyridin-4-yl)-N-(4-(trifluoromethyl)phenyl)-8-oxatricyclo[3.2.1.02,4]octane-2-carboxamide